O(C1=CC=CC=C1)C=1C=C(OCC2=CNC(O2)=O)C=CC1 5-[(3-phenoxyphenoxy)methyl]oxazol-2(3H)-one